6,7-difluoro-2-methyl-10-oxo-4-oxa-1-azatricyclo[7.3.1.05,13]tridecane-5(13),6,8,11-tetraene-11-carbaldehyde FC=1C=2OCC(N3C=C(C(C(=CC1F)C32)=O)C=O)C